BrC=1C(=C(C=CC1)NC(C1=CC=C(C=C1)F)=O)C N-(3-bromo-2-methylphenyl)-4-fluorobenzamide